C(=CC)OC1=C(C=C(C=C1Cl)C(C)=O)Cl 1-(4-(propenoxy)-3,5-dichlorophenyl)ethan-1-one